C(C)C1=C(C=CC=C1)C1=C2C(=NC=C1)C=C(S2)C(=O)NCCC(=O)[O-] 3-(7-(2-ethylphenyl)thieno[3,2-b]pyridine-2-carboxamido)propanoate